C(CCCCCCCCC(=O)OC1CC(N(C(C1)(C)C)O)(C)C)(=O)OC1CC(N(C(C1)(C)C)O)(C)C bis(1-oxyl-2,2,6,6-tetramethylpiperidin-4-yl) 1,10-decanedioate